C(C)(C)(C)N1N=CC(=C1)C=1SC=C(N1)C(=O)N(C(C)C)C1CCNCC1 2-(1-tert-butyl-1H-pyrazol-4-yl)-N-(piperidin-4-yl)-N-(propan-2-yl)-1,3-thiazole-4-carboxamide